1-(tetrahydrofuran-3-yl)-4-(4,4,5,5-tetramethyl-1,3,2-dioxaborolane-2-yl)-1H-pyrazole O1CC(CC1)N1N=CC(=C1)B1OC(C(O1)(C)C)(C)C